FC(C1=NC(=NC(=N1)C(F)(F)F)N1[C@H](C=2NC3=CC=C(C=C3C2CC1)Cl)CCC(CO)O)(F)F 4-{(1S)-2-[4,6-bis(trifluoromethyl)-1,3,5-triazin-2-yl]-6-chloro-2,3,4,9-tetrahydro-1H-pyrido[3,4-b]indol-1-yl}butane-1,2-diol